(E)-N-(3-imino-3-(methylamino)propyl)-1-methyl-4-(1-methyl-4-(4-(4-(trifluoromethyl)styryl)benzamido)-1H-pyrrole-2-carboxamido)-1H-pyrrole-2-carboxamide N=C(CCNC(=O)C=1N(C=C(C1)NC(=O)C=1N(C=C(C1)NC(C1=CC=C(C=C1)\C=C\C1=CC=C(C=C1)C(F)(F)F)=O)C)C)NC